dimethyl-diaminobiphenyl diisocyanate [N-]=C=O.[N-]=C=O.CC=1C(=C(C=CC1N)C1=CC=C(C=C1)N)C